NC=1C=C(C=C(C1)C(F)(F)F)[C@@H](C)NC1=CC(=NC2=CC(=C(C=C12)O[C@@H]1COCC1)OC)C N-((R)-1-(3-amino-5-(trifluoromethyl)phenyl)ethyl)-7-methoxy-2-methyl-6-(((S)-tetrahydrofurane-3-yl)oxy)quinolin-4-amine